Barium(II) nitrat Methyl-2-bromo-5-cyano-3-methoxybenzoate COC(C1=C(C(=CC(=C1)C#N)OC)Br)=O.[N+](=O)([O-])[O-].[Ba+2].[N+](=O)([O-])[O-]